FC(N(C(=O)NC1COCC1(F)F)CC1=CC=NC=C1)F 1-(difluoromethyl)-3-(4,4-difluorotetrahydrofuran-3-yl)-1-(4-pyridylmethyl)urea